N-(3,3-difluorocyclobutyl)-2-(3-(3,4-dihydroisoquinolin-2(1H)-yl)-2-hydroxypropyl)-1-oxo-1,2,3,4-tetrahydroisoquinoline-6-carboxamide FC1(CC(C1)NC(=O)C=1C=C2CCN(C(C2=CC1)=O)CC(CN1CC2=CC=CC=C2CC1)O)F